FC1=C(C=C(C=C1)CC1=NNC(C2=CC=C(C=C12)OC)=O)C1=CC2=C(NC(=N2)NC(OCC)=O)C=C1 Ethyl (5-(2-fluoro-5-((7-methoxy-4-oxo-3,4-dihydrophthalazin-1-yl)methyl)phenyl)-1H-benzoimidazol-2-yl)carbamate